FC(C(C(C(F)(F)F)(F)F)(F)F)(S(=O)(=O)OC=1N(N=C(C1)C1=NC=CC=C1)CC1=CC=C(C=C1)OC)F 2-[(4-methoxyphenyl)methyl]-5-(pyridin-2-yl)pyrazol-3-yl 1,1,2,2,3,3,4,4,4-nonafluorobutane-1-sulfonate